OC(C#N)CCCC 2-hydroxycapronitrile